CN(CC(=O)NC=1SC2=C(N1)C=CC(=C2)NS(=O)(=O)C=2SC=CC2)C 2-(dimethylamino)-N-(6-(thiophene-2-sulfonylamino)benzo[d]thiazol-2-yl)acetamide